3-methoxy-6-(1-methyl-1H-imidazol-5-yl)-N-(6-(trifluoromethyl)pyridin-3-yl)pyrazine-2-carboxamide COC=1C(=NC(=CN1)C1=CN=CN1C)C(=O)NC=1C=NC(=CC1)C(F)(F)F